NCC#CC1=C(C(=O)OC)C=CC(=C1)NC1CCC(CC1)NC(C[C@H]1C=2N(C3=C(C(=N1)C1=CC=C(C=C1)Cl)C(=C(S3)C)C)C(=NN2)C)=O methyl (S)-2-(3-aminoprop-1-yn-1-yl)-4-((4-(2-(4-(4-chlorophenyl)-2,3,9-trimethyl-6H-thieno[3,2-f][1,2,4]triazolo[4,3-a][1,4]diazepin-6-yl)acetamido)cyclohexyl)amino)benzoate